CN1C=NC=C1C1=NC(=CC(=N1)C(=O)OC)C1(COC1)C Methyl 2-(1-methyl-1H-imidazol-5-yl)-6-(3-methyloxetan-3-yl)pyrimidine-4-carboxylate